FC=1C=CC=2N(C1)C(=C(N2)C)C2=NC(=CC(=N2)NC2=CC=C(C=C2)C(F)(F)F)N 2-(6-fluoro-2-methylimidazo[1,2-a]pyridin-3-yl)-N-[4-(trifluoromethyl)phenyl]pyrimidine-4,6-diamine